7-(4-(6-(4-aminopiperidin-1-yl)-2-(4-cyano-3-fluorophenyl)-4-methoxypyridin-3-yl)-2-hydroxyphenoxy)-N-hydroxyheptanamide hydrochloride Cl.NC1CCN(CC1)C1=CC(=C(C(=N1)C1=CC(=C(C=C1)C#N)F)C1=CC(=C(OCCCCCCC(=O)NO)C=C1)O)OC